C(CCCC)[C@@H]1CC[C@H](CC1)C1=CC=C(C=C1)C1=CC(=C(C=C1)F)F 4-[4'-(trans-4''-pentylcyclohexyl)phenyl]-1,2-difluorobenzene